1-{2-[4-(3,3-difluoroazetidin-1-yl)-2H-1,2,3-triazol-2-yl]acetyl}-4-fluoro-N-{phenyl[5-(propan-2-yl)pyridin-2-yl]methyl}pyrrolidine-2-carboxamide FC1(CN(C1)C1=NN(N=C1)CC(=O)N1C(CC(C1)F)C(=O)NC(C1=NC=C(C=C1)C(C)C)C1=CC=CC=C1)F